ClCC(OC1=CC=CC=C1)=S O-phenyl chloroethanethioate